OC1=C(C=CC(=C1)O)C(CCC1=CC(=C(C=C1)OC)OC)O 1-(2,4-dihydroxyphenyl)-3-(3,4-dimethoxyphenyl)-1-propanol